4-(trifluoromethyl)pyridin-1-ium-1-amine FC(C1=CC=[N+](C=C1)N)(F)F